IC12CC(C1)(C2)S(=O)(=O)C=2C=CC1=C(CCO1)C2 5-((3-iodobicyclo[1.1.1]pent-1-yl)sulfonyl)-2,3-dihydrobenzofuran